ClC1=NC=C2C=C(C=NC2=C1F)[N+](=O)[O-] 7-chloro-8-fluoro-3-nitro-1,6-naphthyridine